[5-(2-fluoro-benzyloxy)-4-methoxy-pyridin-2-yl]-methanone FC1=C(COC=2C(=CC(=NC2)C=O)OC)C=CC=C1